FC1=C(C(=CC(=C1)N[C@@H]1CN(CC12CC2)CCCF)F)[C@H]2N([C@@H](CC1=C3C(=CC=C21)NN=C3)C)CC(CO)(F)F 3-((6S,8R)-6-(2,6-difluoro-4-(((S)-5-(3-fluoropropyl)-5-azaspiro[2.4]hept-7-yl)amino)phenyl)-8-methyl-3,6,8,9-tetrahydro-7H-pyrazolo[4,3-f]isoquinolin-7-yl)-2,2-difluoropropan-1-ol